ethyl 5-(9-methyl-9H-carbazol-2-yl)-2-((2-(trimethylsilyl) ethoxy) methyl)-2H-1,2,3-triazole-4-carboxylate CN1C2=CC=CC=C2C=2C=CC(=CC12)C=1C(=NN(N1)COCC[Si](C)(C)C)C(=O)OCC